S1C(=NC2=C1C=CC=C2)NC(=O)C=2C=CC=C1CCN(CC21)C2=CC=C(C(=N2)C(=O)NS(=O)(=O)C=2C=C(C=CC2)N2CCC(CC2)C(=O)O)C=2C=NN(C2C)CC2CCCCC2 1-(3-(N-(6-(8-(benzo[d]thiazol-2-ylcarbamoyl)-3,4-dihydroisoquinolin-2(1H)-yl)-3-(1-(cyclohexylmethyl)-5-methyl-1H-pyrazol-4-yl)picolinoyl)sulfamoyl)phenyl)piperidine-4-carboxylic acid